(R)-2-hydroxy-N-(4-methoxyphenylethyl)propanamide 3,3a,4,5,7,7a-hexahydro-2H-pyrrolo[2,3-c]pyridine-6-carboxylate N1CCC2C1CN(CC2)C(=O)O.O[C@@H](C(=O)NCCC2=CC=C(C=C2)OC)C